4-(4-methyl-3-(4-(trifluoromethyl)phenyl)piperazin-1-yl)benzoic acid CN1C(CN(CC1)C1=CC=C(C(=O)O)C=C1)C1=CC=C(C=C1)C(F)(F)F